C(#N)C(C)(C)C=1C=C(C(=O)NC2=C(C(=C(C=C2)C)C2=CC3=C(N=C(N=C3)NC)N3C2=NCC3)F)C=CC1 3-(2-cyanoprop-2-yl)-N-(2-fluoro-4-methyl-3-(2-(methylamino)-8,9-dihydroimidazo[1',2':1,6]pyrido[2,3-d]pyrimidin-6-yl)phenyl)benzamide